O1N=C(C2=C1C=CC=C2)NS(=O)(=O)C2=C(C(=CC=C2)Cl)Cl N-(benzo[d]isoxazol-3-yl)-2,3-dichlorobenzene-sulfonamide